FC1=CC=C(C=C1)C(C(C)(C)O)N1C[C@@H](N(C[C@H]1C)C(=O)OC(C)(C)C)C tert-butyl (2S,5R)-4-(1-(4-fluorophenyl)-2-hydroxy-2-methylpropyl)-2,5-dimethylpiperazine-1-carboxylate